C(N)(=O)C1=NC=CC(=C1)NC(=O)C=1C(=NC2=CC(=CC=C2C1)F)N1CC(C(CC1)(F)F)C N-(2-carbamoyl-pyridin-4-yl)-2-(4,4-difluoro-3-methylpiperidin-1-yl)-7-fluoroquinoline-3-carboxamide